5H,6H,7H-pyrrolo[3,4-b]Pyridin-7-one N1=C2C(=CC=C1)CNC2=O